ClC=1C=C(NC2(CCC3(C(CC4=CC=C(C=C34)S(N)(=O)=O)C[C@H](COC3=CC=NC=4CCC[C@H](C34)C)C)CC2)C(=O)O)C=CC1 4-(3-Chloroanilino)-2'-[(2R)-2-methyl-3-{[(5R)-5-methyl-5,6,7,8-tetrahydroquinolin-4-yl]oxy}propyl]-6'-sulfamoyl-2',3'-dihydrospiro[cyclohexane-1,1'-indene]-4-carboxylic acid